tert-butyl (2R)-2'-chloro-2-methyl-5a',6',7',8',9',9a'-hexahydrospiro[piperidine-4,4'-thieno[2,3-c]chromene]-1-carboxylate ClC1=CC2=C(C3(OC4CCCCC24)C[C@H](N(CC3)C(=O)OC(C)(C)C)C)S1